2-[(5-methyl-1,3,4-Oxadiazol-2-yl)methyl]-1-[(2R,4R)-2-methyltetrahydro-2H-pyran-4-yl]-8-(trifluoromethyl)-1H-imidazo[4,5-c]Quinoline CC1=NN=C(O1)CC=1N(C2=C(C=NC=3C=CC(=CC23)C(F)(F)F)N1)[C@H]1C[C@H](OCC1)C